C(C)C1=CSC(=C1)C 3-Ethyl-5-Methyl-Thiophene